NC=1C2=C(N=C(N1)Cl)N(C=C2C2=CC=CC=C2)[C@H]2[C@@H]([C@@H]([C@H](C2)CN(C(C)C)CCCNCCC2=CC=C(C=C2)F)O)O (1R,2s,3R,5R)-3-(4-amino-2-chloro-5-phenyl-7H-pyrrolo[2,3-d]pyrimidin-7-yl)-5-(((3-((4-fluorophenethyl)amino)propyl)(isopropyl)amino)methyl)cyclopentane-1,2-diol